C(=O)(O)CCOCCOCCOCCC(=O)O 3-[2-[2-(2-carboxyethoxy)ethoxy]ethoxy]propanoic acid